C1(CC1)N1N=C(C(=C1)OC=1C(=NC=CC1)NC1=CC(=NC=C1)N1CCOCC1)C1=CC(=CC=C1)F ((1-cyclopropyl-3-(3-fluorophenyl)-1H-pyrazol-4-yl)oxy)-N-(2-morpholinopyridin-4-yl)pyridin-2-amine